(R)-4-(4-(3-(3,6-dibromo-9H-carbazol-9-yl)-2-hydroxypropyl)piperazin-1-yl)-4-oxobutanoic acid BrC=1C=CC=2N(C3=CC=C(C=C3C2C1)Br)C[C@@H](CN1CCN(CC1)C(CCC(=O)O)=O)O